4-cyano-2,3,5,6-tetrafluoro-benzenesulfonyl chloride C(#N)C1=C(C(=C(C(=C1F)F)S(=O)(=O)Cl)F)F